COC(=O)C=1SC(=CC1NC(NC1=CN=CC2=CC=CC=C12)=O)C1=C(C=C(C(=C1)OC)F)Cl 5-(2-chloro-4-fluoro-5-methoxy-phenyl)-3-(4-isoquinolinylcarbamoylamino)thiophene-2-carboxylic acid methyl ester